(S)-1-(4-(2-(4-((S)-2-acetoxy-3-chloropropoxy)-3,5-dichlorophenyl)propan-2-yl)phenoxy)-3-fluoropropan-2-yl acetate C(C)(=O)O[C@@H](COC1=CC=C(C=C1)C(C)(C)C1=CC(=C(C(=C1)Cl)OC[C@@H](CCl)OC(C)=O)Cl)CF